ClC1=C(C=C(C(=C1)F)N1C(N(C(N(C1=O)C)=S)C)=O)S(=O)(=O)Cl 2-chloro-5-(3,5-dimethyl-2,6-dioxo-4-thioxo-1,3,5-triazinan-1-yl)-4-fluoro-benzenesulfonyl chloride